bis(methylthio)-2,6-toluenediamine CSC1=CC(=C(C(C)=C1N)N)SC